C(C1=CC=CC=C1)OC1=C(N2C(C3=C(C(=CC=C13)Cl)Cl)=NC=N2)C(=O)OC methyl 6-(benzyloxy)-9,10-dichloro-[1,2,4]triazolo[5,1-a]isoquinoline-5-carboxylate